C(C=C)N1N(C2=NC(=NC=C2C1=O)NC=1C=C(C=CC1F)C)C1=NC(=CC=C1)NC1CCN(CC1)C allyl-6-(4-fluoro-3-toluidino)-1-[6-(1-methyl-4-piperidylamino)-2-pyridyl]-1,2-dihydro-3H-1,2,5,7-tetraazainden-3-one